NC1=NNC2=CC=C(C=C12)C1=CC(=NC=C1)NC1=CC(=CC=C1)N N1-(4-(3-amino-1H-indazol-5-yl)pyridine-2-yl)benzene-1,3-diamine